C1(=CC=CC=C1)[Bi](C1=CC=C(C=C1)OC)C1=CC=CC=C1 diphenyl(4-methoxylphenyl)bismuthane